C1(CCCCC1)P(C1=C(C(=CC=C1OC)OC)C1=C(C=C(C=C1C(C)C)C(C)C)C(C)C)C1CCCCC1 2-Di-cyclohexylphosphino-3,6-dimethoxy-2',4',6'-triisopropyl-1,1-biphenyl